C1(=CC=CC=C1)C=1OC2=C(C(C1)=O)C=CC1=C2NC(O1)=O 8-phenyl-6H-chromeno[8,7-d]oxazole-2,6(1H)-dione